C(C)(C)N1CCN(CC1)C1=CC=C(C=C1)NC(=O)C=1C(NC=CC1NC=1N=NC=CC1C)=O N-(4-(4-Isopropylpiperazin-1-yl)phenyl)-4-((4-methylpyridazin-3-yl)amino)-2-oxo-1,2-dihydropyridine-3-carboxamide